CN1[C@@H](CCC1)C(=O)O N-methyl-prolyl alcohol